3-((5-(aminomethyl)-1-(3-(methylsulfonyl)propyl)-1H-indol-2-yl)methyl)-1-ethyl-1,3-dihydro-2H-imidazo[4,5-c]pyridin-2-one NCC=1C=C2C=C(N(C2=CC1)CCCS(=O)(=O)C)CN1C(N(C2=C1C=NC=C2)CC)=O